CN1N=CC=C1C1=CC=C(C2=C1OCCO2)NC2=NC(=C1C(N2)=NC=C1C#N)NC 2-((8-(1-methyl-1H-pyrazol-5-yl)-2,3-dihydrobenzo[b][1,4]dioxin-5-yl)amino)-4-(methylamino)-1H-pyrrolo[2,3-d]pyrimidine-5-carbonitrile